ClC1=NC=C(C=N1)S(=O)(=O)C=1C=C(C=CC1CCCCC)C1CCCC(=C1)C 3-((2-chloropyrimidin-5-yl)sulfonyl)-5'-methyl-4-pentyl-1',2',3',4'-tetrahydro-[1,1'-biphenyl]